ClC1=CC=C(CNC(=O)C2=CC=C3N2CCNC3=O)C=C1 N-(4-chlorobenzyl)-1-oxo-1,2,3,4-tetrahydropyrrolo[1,2-a]pyrazine-6-carboxamide